2-(3-{5-[(R)-(1,3-Dimethyl-azetidin-3-yl)-hydroxy-(4-isopropyl-phenyl)-methyl]-pyridin-3-yl}-[1,2,4]oxadiazol-5-yl)-propane-1,2-diol CN1CC(C1)(C)[C@@](C=1C=C(C=NC1)C1=NOC(=N1)C(CO)(C)O)(C1=CC=C(C=C1)C(C)C)O